ClC=1C=C(C=CC1Cl)S(=O)(=O)C1=CC=C(C=C1)NC(=O)NCC1=CN=CO1 1-[4-(3,4-Dichloro-benzenesulfonyl)-phenyl]-3-oxazol-5-ylmethyl-urea